1-(2,6-dimethyl-4-(1-(2-methyl-6-(trifluoromethyl)phenyl)azetidin-3-yl)benzyl)piperidine-4-carboxylic acid CC1=C(CN2CCC(CC2)C(=O)O)C(=CC(=C1)C1CN(C1)C1=C(C=CC=C1C(F)(F)F)C)C